(1R,4S)-2-aza-bicyclo[2.2.1]heptane hydrochloride Cl.[C@@H]12NC[C@@H](CC1)C2